1-(4-(2-bromo-3-(methoxymethoxy)-6-methylpyridin-4-yl)-2-fluorophenyl)-3-methyl-1H-imidazol-2(3H)-one BrC1=NC(=CC(=C1OCOC)C1=CC(=C(C=C1)N1C(N(C=C1)C)=O)F)C